6-(4'-((3,3-DifluoroAzinan-1-yl)Methyl)-[1,1'-Biphenyl]-4-yl)-2-Methyl-1H-benzo[d]imidazol FC1(CN(CCC1)CC1=CC=C(C=C1)C1=CC=C(C=C1)C=1C=CC2=C(NC(=N2)C)C1)F